C(CC)C1CCC2=C1NC1=C(C=CC=C21)C(=O)O 3-propyl-1H,2H,3H,4H-cyclopenta[b]indole-5-carboxylic acid